C(CCCCCCCCCCCCCCC)C(N(C)C)C(=O)O palmityl-dimethyl-glycine